ClC=1C=C(C=C(C1CC1=C(C(=C(C=C1)O)C(C)C)F)Cl)CCC(=O)NOC 3-(3,5-dichloro-4-(2-fluoro-4-hydroxy-3-isopropylbenzyl)phenyl)-N-methoxypropanamide